2-[[(tert-butyldiphenylsilyl)oxy]methyl]benzoic acid [Si](C1=CC=CC=C1)(C1=CC=CC=C1)(C(C)(C)C)OCC1=C(C(=O)O)C=CC=C1